4-bromo-7-methyl-1H-indole BrC1=C2C=CNC2=C(C=C1)C